CP(=O)(C)C1=C(C=CC=C1)NC=1C2=C(N=C(N1)NC1=CC=C(C=C1)N1CCN(CC1)C)NC=C2C(=O)C2=CC=C(C=C2)F (4-((2-(dimethylphosphoryl)phenyl)amino)-2-((4-(4-methylpiperazin-1-yl)phenyl)amino)-7H-pyrrolo[2,3-d]pyrimidin-5-yl)(4-fluorophenyl)methanone